C(C)(C)(C)N1N=CC(=C(C1=O)Cl)OCC1=CC=C(C=C1)OCCF tert-butyl-4-chloro-5-((4-(2-fluoroethoxy)benzyl)oxy)pyridazin-3(2H)-one